OCC[N+](CCCCCCCCCCCCCC)(CCO)[O-] di(2-hydroxyethyl)-tetradecylamine oxide